BrC=1C=C(C=CC1)N1N=CC=C1N 2-(3-bromophenyl)pyrazol-3-amine